N[C@H](C(=O)O)CC=1C=NC(=CC1)C1=C(C=C(C=C1)C#N)OC1=CC(=NC(=C1)N1CCOCC1)C (2S)-2-amino-3-[6-[4-cyano-2-(2-methyl-6-morpholin-4-ylpyridin-4-yl)oxyphenyl]pyridin-3-yl]propanoic acid